COC1=C(C=CC(=C1)OC)CNCC(C(CO)O)O 4-{[(2,4-dimethoxyphenyl)methyl]amino}butane-1,2,3-triol